o-tolyl-trimethoxysilane C1(=C(C=CC=C1)[Si](OC)(OC)OC)C